COC1=CC=C(C(=O)N[C@H]2C[C@H](CCC2)NC2=C(C=NC3=CC=CC=C23)C(F)(F)F)C=C1 4-methoxy-N-((1r,3s)-3-((3-(trifluoromethyl)quinolin-4-yl)amino)cyclohexyl)benzamide